1-(Bis(4-fluorophenyl)methyl)-4-(2-(1-tosyl-1H-1,2,3-triazol-4-yl)ethyl)piperazine FC1=CC=C(C=C1)C(N1CCN(CC1)CCC=1N=NN(C1)S(=O)(=O)C1=CC=C(C)C=C1)C1=CC=C(C=C1)F